CC1NC(CNC1)C1=CN=CN1C 2-methyl-6-(1-methyl-1H-imidazol-5-yl)piperazine